3'-(carbazol-9-yl)-N-phenyl-[1,1'-biphenyl]-4-amine C1=CC=CC=2C3=CC=CC=C3N(C12)C=1C=C(C=CC1)C1=CC=C(C=C1)NC1=CC=CC=C1